C(C1=CC=CC=C1)N[C@@H](CO)C1=CC=CC=C1 (R)-2-(benzylamino)-2-phenylethan-1-ol